C(C(=C)C)(=O)CCC[Si](OC)(OC)C γ-methacryloylpropylmethyl-dimethoxysilane